methyl 2-bromo-4-[3-(2,6-dichloro-4-fluorobenzoyl)-2,4-dihydro-1,3-benzoxazin-8-yl]-5-fluorobenzoate BrC1=C(C(=O)OC)C=C(C(=C1)C1=CC=CC=2CN(COC21)C(C2=C(C=C(C=C2Cl)F)Cl)=O)F